2-(2-methylquinolin-6-yl)acetonitrile CC1=NC2=CC=C(C=C2C=C1)CC#N